(((1-phenyl-1H-pyrazol-4-yl)methyl)amino)isonicotinic acid methyl ester COC(C1=C(C=NC=C1)NCC=1C=NN(C1)C1=CC=CC=C1)=O